tert-butyl (S)-4-(4-(((8-chloro-4-((3-chloro-4-fluorophenyl)amino)-3-cyanoquinolin-6-yl)amino)(thiophen-3-yl)methyl)-1H-1,2,3-triazol-1-yl)piperidine-1-carboxylate ClC=1C=C(C=C2C(=C(C=NC12)C#N)NC1=CC(=C(C=C1)F)Cl)N[C@H](C=1N=NN(C1)C1CCN(CC1)C(=O)OC(C)(C)C)C1=CSC=C1